SCC1=C(C=CC=C1)C(C(=O)NC1=CC=NC=C1)=C 2-(mercaptomethyl)-N-(4-pyridyl)phenylacrylamide